4-(6-Chloro-3-oxo-2,3-dihydropyridazin-4-yl)-6-methyl-N-(5-(5-(trifluoromethyl)pyrazine-2-carbonyl)-5,6-dihydro-4H-pyrrolo[3,4-d]thiazol-2-yl)nicotinamide ClC=1C=C(C(NN1)=O)C1=CC(=NC=C1C(=O)NC=1SC2=C(N1)CN(C2)C(=O)C2=NC=C(N=C2)C(F)(F)F)C